NC1=C(N(N=C1)C)CCCN1C(C2=CC=CC=C2C1=O)=O 2-[3-(4-amino-2-methyl-pyrazol-3-yl)propyl]isoindoline-1,3-dione